2-((4-((2-((3s,4s)-4-amino-3-methyl-2-oxa-8-azaspiro[4.5]decan-8-yl)pyrido[2,3-b]pyrazin-6-yl)thio)-3-chloropyridin-2-yl)amino)ethan-1-ol N[C@@H]1[C@@H](OCC12CCN(CC2)C=2N=C1C(=NC2)N=C(C=C1)SC1=C(C(=NC=C1)NCCO)Cl)C